7-(((S)-1-((2S,4R)-4-hydroxy-2-(((1-methyl-4H-chromeno[4,3-d]isoxazol-7-yl)methyl)formamido)pyrrolidin-1-yl)-3,3-dimethyl-1-oxobutan-2-yl)amino)-7-oxoheptanoic acid O[C@@H]1C[C@H](N(C1)C([C@H](C(C)(C)C)NC(CCCCCC(=O)O)=O)=O)NC(=O)CC=1C=CC2=C(C1)OCC1=C2C(=NO1)C